C1(CCC1)N1C(=NC2=C1C=C(C=C2)C(=O)OC(C)(C)C)C=2N(C(C(=C(N2)C(NC=2C=NOC2)=O)OCC)=O)C tert-butyl 1-cyclobutyl-2-{5-ethoxy-1-methyl-4-[(1,2-oxazol-4-yl)carbamoyl]-6-oxo-1,6-dihydropyrimidin-2-yl}-1H-1,3-benzodiazole-6-carboxylate